C(CCCCCCCCC)C=1C=C(C=CC1)P(N(P(C1=CC=C(C=C1)CCCCCCCCCC)C1=CC=C(C=C1)CCCCCCCCCC)C(C)C(C)C)C1=CC(=CC=C1)CCCCCCCCCC N-(bis(3-decylphenyl)phosphaneyl)-N-(3-methylbutan-2-yl)-1,1-bis(4-decylphenyl)phosphanamine